ClCCCCN1N=CC=C(C1=O)C1=CC=C(C=C1)C(F)(F)F 2-(4-chlorobutyl)-4-[4-(trifluoromethyl)phenyl]-2,3-dihydropyridazin-3-one